tert-butyl (1R,2S,3R)-2-methyl-3-(pyrimidin-4-yl)cyclopropane-1-carboxylate C[C@@H]1[C@H]([C@@H]1C1=NC=NC=C1)C(=O)OC(C)(C)C